C(\C=C/CCCCCCCC)C(C(=O)OC(CC1=CC(=CC(=C1)O)O)CC1=C(C=C(C=C1O)O)O)CCCCCC(CCCCCCCCC)CCN(C)C 1-(3,5-dihydroxyphenyl)-3-(2,4,6-trihydroxyphenyl)propan-2-ol (Z)-undec-2-en-1-yl-8-(2-(dimethylamino)ethyl)heptadecanoate